spiro[1,3-dioxolane-2,5'-6,7-dihydro-4H-benzothiophene] S1C=CC2=C1CCC1(C2)OCCO1